N-(7-(3-((5-chloro-4-(1H-indol-3-yl)pyrimidin-2-yl)amino)azetidin-1-yl)heptyl)-2-((2-(2,6-dioxopiperidin-3-yl)-1,3-dioxoisoindoline-4-yl)oxy)acetamide ClC=1C(=NC(=NC1)NC1CN(C1)CCCCCCCNC(COC1=C2C(N(C(C2=CC=C1)=O)C1C(NC(CC1)=O)=O)=O)=O)C1=CNC2=CC=CC=C12